4,4,6-trimethyl-1,3-dioxan-2-one CC1(OC(OC(C1)C)=O)C